C(C)OCOC1=C(C(=CC(=C1)C(F)(F)F)C)C=1C=CC=2C(N1)=NN(N2)C2CCC(N(C2)C)=O 5-(5-(2-(ethoxymethoxy)-6-methyl-4-(trifluoromethyl)phenyl)-2H-[1,2,3]triazolo[4,5-b]pyridin-2-yl)-1-methylpiperidin-2-one